1-(1-((2,2-diphenyloctanoyl)oxy)ethyl)-5-(4-(hexyloxy)-1,2,5-thiadiazol-3-yl)-1-methyl-1,2,3,6-tetrahydropyridin-1-ium iodide [I-].C1(=CC=CC=C1)C(C(=O)OC(C)[N+]1(CCC=C(C1)C1=NSN=C1OCCCCCC)C)(CCCCCC)C1=CC=CC=C1